tert-butyl (2-(5-(3-(4-fluoro-3-methylphenyl)-1H-pyrazol-1-yl)-7-morpholino-3H-imidazo[4,5-b]pyridin-3-yl)ethyl)(methyl)carbamate FC1=C(C=C(C=C1)C1=NN(C=C1)C1=CC(=C2C(=N1)N(C=N2)CCN(C(OC(C)(C)C)=O)C)N2CCOCC2)C